ethyl 4-(3-acetoxy-2-methylphenyl)-6-(bromomethyl)-2-(thiazol-2-yl)-1,4-dihydropyrimidine-5-carboxylate C(C)(=O)OC=1C(=C(C=CC1)C1N=C(NC(=C1C(=O)OCC)CBr)C=1SC=CN1)C